5-chloro-2-(difluoromethyl)-N-((1r,4r)-4-((6-fluoro-3-hydroxy-2-oxo-3-phenylindolin-1-yl)methyl)cyclohexyl)nicotinamide lithium-nickel-cobalt-aluminium [Al].[Co].[Ni].[Li].ClC=1C=NC(=C(C(=O)NC2CCC(CC2)CN2C(C(C3=CC=C(C=C23)F)(C2=CC=CC=C2)O)=O)C1)C(F)F